NC=1C(C2=CC(=C(C=C2C(C1)=O)Cl)Cl)=O 2-amino-6,7-dichloro-1,4-naphthoquinone